Styrylresorcin C(=CC1=CC=CC=C1)C1=C(O)C=CC=C1O